(R)-N-((1-(4-bromophenyl)cyclopropyl)methyl)-1-((S)-7-(1-methyl-1H-pyrazol-4-yl)-2,3-dihydro-1H-pyrido[2,3-b][1,4]oxazin-3-yl)-1-phenylmethanamine BrC1=CC=C(C=C1)C1(CC1)CN[C@H](C1=CC=CC=C1)[C@@H]1CNC2=C(O1)N=CC(=C2)C=2C=NN(C2)C